NC1=NC=2C=C(C(=CC2C2=C1COC2)C(=O)N([C@H]2COC1=C2C=CC(=C1)S(F)(F)(F)(F)F)C)F 4-amino-7-fluoro-N-methyl-N-((3R)-6-(pentafluoro-lambda~6~-sulfanyl)-2,3-dihydro-1-benzofuran-3-yl)-1,3-dihydrofuro[3,4-c]quinoline-8-carboxamide